2-[1-(2,2-difluoroethyl)-1H-pyrazolo[3,4-b]pyrazin-6-yl]-8-[4-(trifluoromethyl)pyridin-2-yl]-5-oxa-2,8-diazaspiro[3.5]nonane FC(CN1N=CC=2C1=NC(=CN2)N2CC1(C2)OCCN(C1)C1=NC=CC(=C1)C(F)(F)F)F